pyrazoleamide succinate C(CCC(=O)O)(=O)O.N1N=C(C=C1)C(=O)N